FC1=CC2=C(NC(CCC2)=O)C=C1C(=O)NC1=NC(=CC=C1)C1=NN=CN1C(C)C 7-fluoro-N-(6-(4-isopropyl-4H-1,2,4-triazol-3-yl)pyridin-2-yl)-2-oxo-2,3,4,5-tetrahydro-1H-benzo[b]azepine-8-carboxamide